ClCCCCNC=1C=C(C=CC1OC)N(C1=NC2=CC=CC=C2C(=C1)C(F)(F)F)C N-(3-(N-4-chlorobutylamino)-4-methoxyphenyl)-N-methyl-4-trifluoromethylquinolin-2-amine